tert-butyl 5-(2-amino-5-methylthiazol-4-yl)indoline-1-carboxylate NC=1SC(=C(N1)C=1C=C2CCN(C2=CC1)C(=O)OC(C)(C)C)C